ClC=1C=C(OC2C(C(C2(C)C)NC(C2=CN=C(C=C2)N2CCN(CC2)CC2=CC=C(C=C2)C2C(NC(CC2)=O)=O)=O)(C)C)C=CC1C#N N-((1r,3r)-3-(3-chloro-4-cyanophenoxy)-2,2,4,4-tetramethylcyclobutyl)-6-(4-(4-(2,6-dioxopiperidin-3-yl)benzyl)piperazin-1-yl)nicotinamide